C(C1=CC=CC=C1)(=O)C1=C(C=CC=C1)C1(C(C=CC=C1)C1=CC=C(C=C1)C(F)(F)F)C#C 1-(2'-benzoylphenyl)-2-(4'-trifluoromethylphenyl)phenylacetylene